tert-butyl (1-(4-bromo-2-methoxy-5-methylphenyl)butan-2-yl)carbamate BrC1=CC(=C(C=C1C)CC(CC)NC(OC(C)(C)C)=O)OC